COC1=CC=C(C(=O)OC2=CC(CC(C2)(C)C)=O)C=C1 5,5-dimethyl-3-oxocyclohex-1-en-1-yl 4-methoxybenzoate